tert-butyl N-[trans-4-[(6Z)-4-amino-5,5-dimethyl-6-[[(5R)-2-oxooxazolidin-5-yl]methoxyimino]benzo[h]quinazolin-8-yl]oxycyclohexyl]carbamate NC1=NC=NC=2C3=C(\C(\C(C12)(C)C)=N/OC[C@H]1CNC(O1)=O)C=C(C=C3)O[C@@H]3CC[C@H](CC3)NC(OC(C)(C)C)=O